2-[3-methoxy-4-(3-piperidinopropoxy)phenylamino]-4-(8-methyl-3-quinolylamino)pyrimidine COC=1C=C(C=CC1OCCCN1CCCCC1)NC1=NC=CC(=N1)NC=1C=NC2=C(C=CC=C2C1)C